4-(4-Acryloylpiperazin-1-yl)-6,7-dichloro-1-(2-isopropyl-4-methylpyridin-3-yl)-2-oxo-1,2-dihydro-1,8-naphthyridine-3-carbonitrile C(C=C)(=O)N1CCN(CC1)C1=C(C(N(C2=NC(=C(C=C12)Cl)Cl)C=1C(=NC=CC1C)C(C)C)=O)C#N